N-pentyltetradecanamide C(CCCC)NC(CCCCCCCCCCCCC)=O